(iminoethano)phenanthrene C=12C(=CC=C3C4=CC=CC=C4C=CC13)CCN2